α-(4,4,5,5,5-Pentafluoro-1-pentyl)-3-indoleacetic Acid FC(CCCC(C(=O)O)C1=CNC2=CC=CC=C12)(C(F)(F)F)F